OC1=C(C=CC=C1)C1=NC2=CC=C(C=C2C=C1)C(=O)N (2-hydroxyphenyl)quinoline-6-carboxamide